FC(COCCCCCCNC[C@H](O)C=1C=CC(=C(C1)NC=O)O)(C1=CC=CC=C1)F (R,S)-[5-(2-{[6-(2,2-difluoro-2-phenylethoxy)hexyl]amino}-1-hydroxy-ethyl)-2-hydroxy-phenyl]formamide